6,7-dimethyl-1,7-dihydropyrimido[5,4-d]pyrimidine-2,4,8(3H)-trione CC=1N(C(C=2NC(NC(C2N1)=O)=O)=O)C